BrC1=C(C=CC(=C1)Cl)OC(F)(F)F 2-bromo-4-chloro-1-(trifluoromethoxy)benzene